dodecylsulfate C(CCCCCCCCCCC)OS(=O)(=O)[O-]